CN1CCN(CC1)[C@H]1C[C@H](C1)NC1=NN2C(C=N1)=C(C=C2)C=2C=NC1=NC=CC=C1C2 N-(cis-3-(4-methylpiperazin-1-yl)cyclobutyl)-5-(1,8-naphthyridin-3-yl)pyrrolo[2,1-f][1,2,4]triazin-2-amine